BrC=1C(N2N(C(C1SC[C@@H](C(=O)OC)NC)=O)CC(C2)C(=O)OC(C)(C)C)=O tert-butyl 6-bromo-7-[(2R)-3-methoxy-2-(methylamino)-3-oxo-propyl]sulfanyl-5,8-dioxo-2,3-dihydro-1H-pyrazolo[1,2-a]pyridazine-2-carboxylate